N-(4-(7-(3-methoxy-1-methyl-1H-pyrazol-4-yl)-8-(4-methoxyphenyl)-3-methyl-2-oxo-3,6-dihydroimidazo[4,5-d]pyrrolo[2,3-b]pyridin-1(2H)-yl)-1-methylcyclohexyl)cyclopropanecarboxamide COC1=NN(C=C1C1=C(C=2C(=NC=C3C2N(C(N3C)=O)C3CCC(CC3)(C)NC(=O)C3CC3)N1)C1=CC=C(C=C1)OC)C